6-(6-quinolinyl)-1,3-benzothiazol-2-amine N1=CC=CC2=CC(=CC=C12)C1=CC2=C(N=C(S2)N)C=C1